O1N=C(C2=C1C=CC=C2)N2CCN(CC2)CCN2C(C1=CN=C(C=C1CC2)C)=O 2-{2-[4-(1,2-Benzisoxazol-3-yl)piperazin-1-yl]ethyl}-6-methyl-3,4-dihydro-2,7-naphthyridin-1(2H)-one